ClC1=NC(=CC(=C1)C=1C(=NN2C1N=C(C=C2)C(=O)N[C@H]2CNC[C@H]2O)C2=CC(=CC=C2)C#N)C 3-(2-chloro-6-methyl-4-pyridinyl)-2-(3-cyanophenyl)-N-[cis-(3s,4r)-4-hydroxypyrrolidin-3-yl]pyrazolo[1,5-a]pyrimidine-5-carboxamide